hydroxyacrylic acid maleic anhydride C(\C=C/C(=O)O)(=O)OC(C(=C)O)=O